2-Cyclopropylbutyronitrile C1(CC1)C(C#N)CC